N12C=CCCCCCCCCCC2NCCC1 1,14-diazabicyclo(11.4.0)heptadecene